(5-hydroxy-5-(4-(trifluoromethyl)phenyl)hexahydrocyclopenta[c]pyrrol-2(1H)-yl)(4-(3-hydroxyoxetan-3-yl)phenyl)methanone OC1(CC2C(CN(C2)C(=O)C2=CC=C(C=C2)C2(COC2)O)C1)C1=CC=C(C=C1)C(F)(F)F